NC1(CC2(C1)CC(C2)(F)F)C(=O)OCC ethyl 2-amino-6,6-difluorospiro[3.3]heptane-2-carboxylate